(2R,3R,4S,5S,6R)-2-((S)-2-((S)-2-((((9H-fluoren-9-yl)methoxy)carbonyl)amino)-3-methylbutanamido)-3-(benzyloxy)-3-oxopropoxy)-6-(acetoxymethyl)tetrahydro-2H-pyran-3,4,5-triyl triacetate C(C)(=O)O[C@H]1[C@@H](O[C@@H]([C@@H]([C@@H]1OC(C)=O)OC(C)=O)COC(C)=O)OC[C@@H](C(=O)OCC1=CC=CC=C1)NC([C@H](C(C)C)NC(=O)OCC1C2=CC=CC=C2C=2C=CC=CC12)=O